N12CCOCCOCCN(CCOCCOCC1)CCOCCOCC2 4,7,13,16,21,24-hexaoxa-1,10-diazabicyclo-(8.8.8)hexacosane